Methyl 2-cyano-4-[4-(dibutoxymethyl)piperidin-1-yl]benzoate C(#N)C1=C(C(=O)OC)C=CC(=C1)N1CCC(CC1)C(OCCCC)OCCCC